C1(=CC=CC=C1)C(N1CC(C1)=O)C1=CC=CC=C1 1-(diphenylmethyl)-3-azetidinone